[N+](=[N-])=CC(CC[C@@H](C(=O)OC(C)(C)C)NC([C@H](CC1=CC=CC=C1)NC(CN(C)C)=O)=O)=O tert-butyl (S)-6-diazo-2-((S)-2-(2-(dimethylamino)acetamido)-3-phenylpropanamido)-5-oxohexanoate